C(=C)B1NB(NB(N1)C=C)C=C 2,4,6-trivinyl-borazine